C(=S)ONC methylamino thioformate